C(C)(C)(C)OC(=O)N1C[C@H]2N(C3=C(OCC2)C=C(C=C3)[N+](=O)[O-])CC1 (S)-9-nitro-1,2,4,4a,5,6-hexahydro-3H-benzo[b]pyrazino[1,2-d][1,4]oxazepine-3-carboxylic acid tert-butyl ester